C(C)(C)(C)OC(=O)N1C[C@H]([C@@H](CC1)O)NC1=C(C(=C(C=C1)[N+](=O)[O-])C#N)Br.COC1=C(C=C2C(=NC=NC2=C1)NC1=NC(=CC(=N1)N1CCOCC1)N1CCOCC1)C(C(=O)N)CCC(=O)N (7-methoxy-4-((4,6-dimorpholinopyrimidin-2-yl)amino)quinazolin-6-yl)glutaramide trans-tert-butyl-3-((2-bromo-3-cyano-4-nitrophenyl)amino)-4-hydroxypiperidine-1-carboxylate